C(C)OCC(COC)(F)F 1-ethoxy-2,2-difluoro-3-methoxypropane